4-butyl-1-(3-fluorophenyl)-3-(4-fluorophenyl)-5-methyl-4,5-dihydro-1H-pyrazole-5-carboxamide C(CCC)C1C(=NN(C1(C(=O)N)C)C1=CC(=CC=C1)F)C1=CC=C(C=C1)F